OCCCCOC(=O)C=1C2=C(OC1C)C1=CC=CC=C1C(=C2)NS(=O)(=O)C=2C=CC=C1C=CC=NC21 2-methyl-5-(quinoline-8-sulfonylamino)naphtho[1,2-b]furan-3-carboxylic acid 4-hydroxybutyl ester